2-(N,N-dimethyl-2-aminophenyl)-7-(4-(1-methyl-4-(trifluoromethyl)-1H-imidazol-2-yl)benzyl)thieno[3,2-d]pyrimidine CN(C1=C(C=CC=C1)C=1N=CC2=C(N1)C(=CS2)CC2=CC=C(C=C2)C=2N(C=C(N2)C(F)(F)F)C)C